DIOCTYLDIMETHYLAMMONIUM C(CCCCCCC)[N+](C)(C)CCCCCCCC